O1C=CC2=C1C=C(C=C2)C(=O)[O-] 1-benzofuran-6-carboxylate